CC1=C(C=CC=C1Br)C(=O)NCC#N 3-bromo-N-(cyanomethyl)-2-methylbenzamide